(3R)-3-amino-7-(5-tert-butyl-1,2,4-oxadiazol-3-yl)-5-[[4-(cyclopentoxy)phenyl]methyl]-8-fluoro-1,1-dioxo-2,3-dihydro-1lambda6,5-benzothiazepin-4-one N[C@H]1CS(C2=C(N(C1=O)CC1=CC=C(C=C1)OC1CCCC1)C=C(C(=C2)F)C2=NOC(=N2)C(C)(C)C)(=O)=O